(1S,4S,5R)-1',3'-Dihydro-6,8-dioxaspiro[bicyclo[3.2.1]octane-3,2'-inden]-4-yl (1R,2R,4R)-bicyclo[2.2.1]hept-5-ene-2-carboxylate [C@H]12[C@@H](C[C@H](C=C1)C2)C(=O)O[C@@H]2[C@@H]1OC[C@H](CC23CC2=CC=CC=C2C3)O1